tert-butyl 4-[4-(2-methoxyethoxy) phenoxy]piperidine-1-carboxylate COCCOC1=CC=C(OC2CCN(CC2)C(=O)OC(C)(C)C)C=C1